C(C1=CC=CC=C1)(=O)N1C(CC(C=C1\C=C\C1=C(C=C(C=C1OC)O)OC)=C(C#N)C#N)C1=CC=CC=C1 (E)-2-(1-benzoyl-6-(4-hydroxy-2,6-dimethoxystyryl)-2-phenyl-2,3-dihydropyridin-4(1H)-ylidene)malononitrile